(3aR,5s,6aS)-N-[6-(2-chloro-5-fluoro-phenyl)pyridazin-3-yl]-2-[(3-fluorophenyl)methyl]-3,3a,4,5,6,6a-hexahydro-1H-cyclopenta[c]pyrrol-5-amine ClC1=C(C=C(C=C1)F)C1=CC=C(N=N1)NC1C[C@@H]2[C@@H](CN(C2)CC2=CC(=CC=C2)F)C1